BrC/C=C/C(=O)OCC ethyl (E)-4-bromobut-2-enoate